C(C)(=O)C(CC(=O)O)CCCCCCCCC\C=C/CCCCCCCC 3-acetylerucic acid